(Z)-N-HYDROXYTETRAHYDRO-2H-PYRAN-4-CARBIMIDOYL CYANIDE O\N=C(\C1CCOCC1)/C#N